n-eicosyl thiol C(CCCCCCCCCCCCCCCCCCC)S